N-(4-(4-(2-(dimethylamino)ethyl)piperidin-1-yl)-5-((1-(trifluoromethyl)-1H-pyrazol-4-yl)ethynyl)pyridin-2-yl)pyrimidin-4-amine CN(CCC1CCN(CC1)C1=CC(=NC=C1C#CC=1C=NN(C1)C(F)(F)F)NC1=NC=NC=C1)C